bromodifluoroacetate potassium salt [K+].BrC(C(=O)[O-])(F)F